5-hydroxy-5-((6-hydroxy-[1,1'-biphenyl]-3-yl)but-1,3-diyn-1-yl)-[1,1'-biphenyl]-2(5H)-one OC1(C=CC(C(=C1)C1=CC=CC=C1)=O)C#CC#CC=1C=C(C(=CC1)O)C1=CC=CC=C1